C(C=CCCCCCCCC=CC(=O)N)(=O)N heptamethylenebisacrylamide